ClC1=CN=C(S1)C=NS(=O)C(C)(C)C N-((5-chlorothiazol-2-yl)methylene)-2-methylpropane-2-sulfinamide